C(C(C)C)[Si](OCCCC)(OCCCC)CC(C)C diisobutyl-dibutoxysilane